1-methyl-4-[4-methyl-4-(5-methyl-1,3-benzoxazol-2-yl)piperidin-1-yl]-2-oxo-1,2-dihydroquinoline-3,8-dinitrile CN1C(C(=C(C2=CC=CC(=C12)C#N)N1CCC(CC1)(C=1OC2=C(N1)C=C(C=C2)C)C)C#N)=O